C(C)OC(/C(=C/C=1SC=CN1)/F)=O (Z)-2-fluoro-3-(thiazol-2-yl)acrylic acid ethyl ester